COC=1C=C(C=C(C1)OC)C1(C(C1)C(=O)OC)COC methyl 2-(3,5-dimethoxy-phenyl)-2-methoxymethyl-cyclopropanecarboxylate